COC1=CC=C(C=C1)C(OC[C@]1(CN(C[C@@H](O1)N1C(NC(C=C1)=O)=O)C(C)C)COP(OCCC#N)N(C(C)C)C(C)C)(C1=CC=CC=C1)C1=CC=C(C=C1)OC 3-[[(2R,6R)-2-[[bis(4-methoxyphenyl)-phenyl-methoxy]methyl]-6-(2,4-dioxopyrimidin-1-yl)-4-isopropyl-morpholin-2-yl]methoxy-(diisopropylamino)phosphanyl]oxypropanenitrile